NC1=CC=C(C=C1)C1=CC=CC2=C1C(=NO2)N 4-(4-aminophenyl)benzo[d]isoxazol-3-amine